ClC=1C(=C(C=CC1Cl)[C@@H]1N(OCC1)C1=CC(=NC=N1)NC=1C(=CC(=C(C1)NC(C=C)=O)N1CCC(CC1)N1CCN(CC1)CC)OC)F N-(5-((6-((R)-3-(3,4-dichloro-2-fluorophenyl)isoxazolidine-2-yl)pyrimidine-4-yl)amino)-2-(4-(4-ethylpiperazine-1-yl)piperidine-1-yl)-4-methoxyphenyl)acrylamide